FC=1C=C(C(=O)O[C@H]2[C@@H](OC3=CC(=CC(=C3C2)O)O)C2=CC(=C(C(=C2)O)O)O)C=C(C1O)O (2S,3R)-5,7-dihydroxy-2-(3,4,5-trihydroxyphenyl)chroman-3-yl 3-fluoro-4,5-dihydroxybenzoate